FC(CNC(C(=O)O)=O)(C1=CC=CC=C1)F 2-((2,2-difluoro-2-phenylethyl)amino)-2-oxoacetic acid